C(C)(C)(C)C1=CC=C(C=N1)NCC#CC=1N(C2=CC=C(C=C2C1)CNC1CCN(CC1)C)CC 6-tert-butyl-N-[3-(1-ethyl-5-{[(1-methylpiperidin-4-yl)amino]methyl}-1H-indol-2-yl)prop-2-yn-1-yl]pyridin-3-amine